(E)-N-(3-fluoro-2-methyl-6-(4-methylpiperazin-1-yl)phenyl)-3-(5-fluoro-3-methyl-1H-indazol-6-yl)acrylamide FC=1C(=C(C(=CC1)N1CCN(CC1)C)NC(\C=C\C1=C(C=C2C(=NNC2=C1)C)F)=O)C